C(#N)CCN1N=CC(=C1)C1=NC(=NC=C1C)NC1=CC=C(C=C1)C1CN(C1)C(=O)OC(C)(C)C tert-butyl 3-(4-((4-(1-(2-cyanoethyl)-1H-pyrazol-4-yl)-5-methylpyrimidin-2-yl)amino)phenyl)azetidine-1-carboxylate